CSC1=NC(=CC(=N1)C=1SC=CC1)C=1SC=CC1 2-(methylthio)-4,6-bis(thiophen-2-yl)pyrimidine